FC1=CC=C(C=C1)N1C(=NC(=C1)C(=O)N)C=1N(C=NC1)C(C)C (4-fluorophenyl)-3'-isopropyl-1H,3'H-[2,4'-biimidazole]-4-carboxamide